(1S,2S)-1-amino-1-(3-ethoxy-5-fluorophenyl)-propan-2-ol hydrochloride Cl.N[C@H]([C@H](C)O)C1=CC(=CC(=C1)F)OCC